C1(=CC=CC=C1)C=1C(=C(C=2CC3=CC=CC=C3C2C1)C1=C(C(=C(C=C1)N(C1=C(C=CC=C1)C1=CC=CC=2OC3=C(C21)C=CC=C3)C3=C(C(=CC=2C1=CC=CC=C1CC32)C3=CC=CC=C3)C3=CC=CC=C3)C3=CC=CC2=CC=CC=C32)C3=CC=CC=2OC1=C(C23)C=CC=C1)C1=CC=CC=C1 (diphenylfluorenyl)(dibenzofuranyl)(diphenylfluorenyl)(dibenzofuranylphenyl)(naphthylphenyl)amine